ClC1=C(C=CC=2C(=C3N(C12)CC(C3)=O)C=3C=NN(C3)C3OCCCC3)Cl 5,6-dichloro-9-(1-(tetrahydro-2H-pyran-2-yl)-1H-pyrazol-4-yl)-1H-pyrrolo[1,2-a]indol-2(3H)-one